1-(1H-imidazol-2-yl)-β-carboline N1C(=NC=C1)C1=NC=CC=2C3=CC=CC=C3NC12